(S)-tert-butyl 3-((R)-2-(2-(cyclobutylamino)-5-methoxyisonicotinamido)-1-hydroxyethyl)-7-(methoxymethoxy)-3,4-dihydroisoquinoline-2(1H)-carboxylate C1(CCC1)NC=1C=C(C(=O)NC[C@@H](O)[C@H]2N(CC3=CC(=CC=C3C2)OCOC)C(=O)OC(C)(C)C)C(=CN1)OC